2'-chloro-3',6-difluoro-5'-(2-(((1r,4r)-4-hydroxy-4-methylcyclohexyl)amino)-1-phenylethyl)-5-(2-methoxyethoxy)-[1,1'-biphenyl]-2-carboxamide ClC1=C(C=C(C=C1F)C(CNC1CCC(CC1)(C)O)C1=CC=CC=C1)C=1C(=CC=C(C1F)OCCOC)C(=O)N